methyl 2-(((1R,4R)-4-aminocyclohexyl)(methyl)amino)-6-((5-cyclopropyl-1H-pyrazol-3-yl)amino)pyrimidine-4-carboxylate NC1CCC(CC1)N(C1=NC(=CC(=N1)C(=O)OC)NC1=NNC(=C1)C1CC1)C